3-chloro-N4-cyclopropyl-N6-(2-methoxy-4-(morpholinosulfonyl)phenyl)-1H-pyrrolo[2,3-b]pyridine-4,6-diamine ClC1=CNC=2N=C(C=C(C21)NC2CC2)NC2=C(C=C(C=C2)S(=O)(=O)N2CCOCC2)OC